C1=C(C=CC2=CC=C(C=C12)C(=O)Cl)C(=O)Cl naphthalene-2,7-dicarboxylic acid dichloride